2-methyl-N-[3-chloro-4-[4-[2-(methylamino)acetyl]piperazine-1-carbonyl]phenyl]-5-[4-(cyanomethoxy)-2,3-difluoro-phenyl]-imidazole-2-carboxamide CC1(N=C(C=N1)C1=C(C(=C(C=C1)OCC#N)F)F)C(=O)NC1=CC(=C(C=C1)C(=O)N1CCN(CC1)C(CNC)=O)Cl